tert-butyl (4-(5-acetylfuran-2-yl)phenyl)carbamate C(C)(=O)C1=CC=C(O1)C1=CC=C(C=C1)NC(OC(C)(C)C)=O